ClC=1C=C2C3CCC(C2=CC1)N3C(=O)OC(C)(C)C tert-Butyl 4-chloro-11-azatricyclo[6.2.1.02,7]undeca-2,4,6-triene-11-carboxylate